7-(1,3-dioxan-2-yl)-8-hydroxy-9-methoxy-1,2,3,4-tetrahydro-5H-chromeno[3,4-c]pyridin-5-one O1C(OCCC1)C1=C(C(=CC2=C1OC(C=1CNCCC12)=O)OC)O